C1(CC1)CNC(\C=C\C1CCOCC1)=O (2E)-N-(cyclopropylmethyl)-3-(oxan-4-yl)prop-2-enamide